C(#N)C1=CC=C(CCN[C@H](C(=O)C2=CNC3=CC(=CC=C23)C(=O)NC2COC2)C2=CC=CC=C2)C=C1 |r| (S)- and (R)-3-(2-((4-cyanophenethyl)amino)-2-phenylacetyl)-N-(oxetan-3-yl)-1H-indole-6-carboxamide